2,6-dichloro-4-[1,4-dioxaspiro[4.5]decan-8-yl(difluoro)methyl]pyridine ClC1=NC(=CC(=C1)C(F)(F)C1CCC2(OCCO2)CC1)Cl